C1(CC1)C1=C(C=C(C=C1)C(NC(=O)C1N(CCC1)C(CC1=CN=NN1)=O)C1=CC=CC=2NC(NC21)=O)F N-[(4-cyclopropyl-3-fluorophenyl)(2-oxo-2,3-dihydro-1H-1,3-benzodiazol-4-yl)methyl]-1-[2-(1H-1,2,3-triazol-5-yl)acetyl]pyrrolidine-2-carboxamide